Methyl 5-(1-acetyl-6-(6-methylpyridin-2-yl)-2,3-dihydro-1H-imidazo[1,2-a]imidazol-5-yl)-2-(methylthio)benzoate C(C)(=O)N1C=2N(CC1)C(=C(N2)C2=NC(=CC=C2)C)C=2C=CC(=C(C(=O)OC)C2)SC